2-imino-3-(5-methyl-2-(((1-methyl-3-(trifluoromethyl)-1H-thieno[2,3-C]pyrazol-5-yl)methoxy)methyl)phenyl)thiazolidin-4-one dithiobis(succinimidyl-propionate) C1(CCC(N1C(C(=O)O)(C)SSC(C(=O)O)(C)N1C(CCC1=O)=O)=O)=O.N=C1SCC(N1C1=C(C=CC(=C1)C)COCC1=CC2=C(N(N=C2C(F)(F)F)C)S1)=O